O=C1NC(=NC=2CCCCC12)CCC 4-oxo-2-propyl-5,6,7,8-tetrahydroquinazolin